ClC1=C(C=CC(=C1)F)C1=CC(OC2=CC(=CC=C12)O[C@@H](C(=O)N1C[C@H](CCC1)C(=O)N)C)=O (3S)-1-[(2R)-2-[4-(2-chloro-4-fluoro-phenyl)-2-oxo-chromen-7-yl]oxypropanoyl]piperidine-3-carboxamide